1-(4-bromophenyl)ethanone oxime BrC1=CC=C(C=C1)C(C)=NO